6-((benzyl(methyl)amino)methyl)-N4-p-tolylpyrimidine-2,4-diamine C(C1=CC=CC=C1)N(C)CC1=CC(=NC(=N1)N)NC1=CC=C(C=C1)C